N'-acetyl-4-amino-N-(3-fluoro-4-(trifluoromethyl)benzyl)-N',1-dimethyl-1H-pyrazolo[4,3-c]quinoline-8-carbohydrazide C(C)(=O)N(N(C(=O)C1=CC=2C3=C(C(=NC2C=C1)N)C=NN3C)CC3=CC(=C(C=C3)C(F)(F)F)F)C